3-[(tert-butoxycarbonyl)amino]-5-hydroxyindole-1-carboxylic acid tert-butyl ester C(C)(C)(C)OC(=O)N1C=C(C2=CC(=CC=C12)O)NC(=O)OC(C)(C)C